tert-butyl 6-iodo-3',6'-dihydro-[3,4'-bipyridine]-1'(2'H)-carboxylate IC1=CC=C(C=N1)C=1CCN(CC1)C(=O)OC(C)(C)C